COC(=O)C1=CN(C(C=C1NC1C=2N(CCC1)C=NC2)=O)C2(CC2)C(F)F 1-(1-(difluoromethyl)cyclopropyl)-6-oxo-4-((5,6,7,8-tetrahydroimidazo[1,5-a]pyridin-8-yl)amino)-1,6-dihydropyridine-3-carboxylic acid methyl ester